nitrilotriacetic acid cadmium-titanium [Ti].[Cd].N(CC(=O)O)(CC(=O)O)CC(=O)O